N1=CC=C(C=C1)C=1N=C(C2=C(N1)C=NC(=C2)C=C)N2CCC1(CCN(C1)C(=O)OC(C)(C)C)CC2 tert-butyl 8-(2-(pyridin-4-yl)-6-vinylpyrido[3,4-d]pyrimidin-4-yl)-2,8-diazaspiro[4.5]decane-2-carboxylate